6-[(2S)-2-aminopropyl]-2-chloro-5-fluoro-7-methyl-N-[(pyridin-4-yl)methyl]-7H-pyrrolo[2,3-d]pyrimidin-4-amine N[C@H](CC1=C(C2=C(N=C(N=C2NCC2=CC=NC=C2)Cl)N1C)F)C